2-((12-(4-(trifluoromethyl)phenyl)dodecyl)oxy)ethyl hydrogen ((((R)-1-(6-amino-9H-purin-9-yl)propan-2-yl)oxy)methyl)phosphonate NC1=C2N=CN(C2=NC=N1)C[C@@H](C)OCP(OCCOCCCCCCCCCCCCC1=CC=C(C=C1)C(F)(F)F)(O)=O